ClC(CCCCC)(F)F Chlorodifluorohexane